[C@H](C)(CC)NC=1N=CC2=C(N1)NC=C2C=2C=CC1=C(N(N=N1)C)C2 (S)-N-(sec-butyl)-5-(1-methyl-1H-benzo[d][1,2,3]triazol-6-yl)-7H-pyrrolo[2,3-d]pyrimidin-2-amine